1-(5-(4-amino-1-(oxetan-3-yl)-1H-pyrazolo[3,4-d]pyrimidin-3-yl)-4-chloroindolin-1-yl)-2-(4-fluoro-3-(trifluoromethyl)phenyl)ethan-1-one NC1=C2C(=NC=N1)N(N=C2C=2C(=C1CCN(C1=CC2)C(CC2=CC(=C(C=C2)F)C(F)(F)F)=O)Cl)C2COC2